NCC=1C=CC(=C(C1)C1CCN(CC1)C(=O)C=1C=C(C=CC1)C1=CC(=CC=C1)B(O)O)F 3'-(4-(5-(aminomethyl)-2-fluorophenyl)piperidine-1-carbonyl)biphenyl-3-ylboronic acid